2,8-dichloro-6-(methylsulfinyl)quinoline ClC1=NC2=C(C=C(C=C2C=C1)S(=O)C)Cl